P(O)(=O)(OP(=O)(O)OP(=O)(O)O)OC[C@@H]1[C@H]([C@H]([C@@H](O1)N1C=NC=2C(N)=NC=NC12)O)OC(NCCN)=O.C1(=CC=CC=C1)C=1C(=NC=CC1)C1=C(C=CC=C1)CC phenyl(ethylphenyl)pyridine 3'-O-(2-Aminoethyl-carbamoyl)-Adenosine-5'-triphosphate